C(C1=CC=CC=C1)(=O)OCCCCNC(=N)N 4-guanidino-butyl benzoate